(E)-4-(2-(dimethylamino)vinyl)-1-(4-fluorophenyl)-6-methyl-2-oxo-1,2-dihydropyridine-3-carbonitrile CN(/C=C/C1=C(C(N(C(=C1)C)C1=CC=C(C=C1)F)=O)C#N)C